(S)-2-(chloromethyl)-1-((tetrahydrofuran-2-yl)methyl)-1H-benzo[d]Imidazole-6-carboxylic acid methyl ester COC(=O)C=1C=CC2=C(N(C(=N2)CCl)C[C@H]2OCCC2)C1